O=C1NC(CCC1N1C(C2=CC=C(C=C2C1)NC(=O)N1CCC2=C(C=CC=C12)C(C)OC)=O)=O N-(2-(2,6-dioxopiperidin-3-yl)-1-oxoisoindolin-5-yl)-4-(1-methoxyethyl)indoline-1-carboxamide